C(CCC)OCC(F)C=1N=C(SC1)Cl 4-(2-butoxy-1-fluoroethyl)-2-chloro-1,3-thiazole